C1(=CC(=CC=C1)NC=1N=C(C2=C(N1)C1=C(O2)N=CC=C1)N1CCOCC1)C1=CC=CC=C1 N-([1,1'-biphenyl]-3-yl)-4-morpholinopyrido[3',2':4,5]furo[3,2-d]pyrimidin-2-amine